BrC=1C=C2C(\C(\COC2=C(C1OC)Cl)=C(\C(=O)OCC)/O)=O ethyl (Z)-2-(6-bromo-8-chloro-7-methoxy-4-oxochroman-3-ylidene)-2-hydroxyacetate